(S)-6-(4-sec-butoxy-3-chlorophenyl)pyrimidine-4-carboxylic acid [C@H](C)(CC)OC1=C(C=C(C=C1)C1=CC(=NC=N1)C(=O)O)Cl